N-((4-(1-(difluoromethyl)-1H-pyrazol-3-yl)-6-(4-(difluoromethyl)phenyl)pyridin-3-yl)methyl)acrylamide FC(N1N=C(C=C1)C1=C(C=NC(=C1)C1=CC=C(C=C1)C(F)F)CNC(C=C)=O)F